N1(N=CN=C1)C1=CC=C(C=C1)N1N=CC(=C1)C=1C=C(C(=C(C=O)C1)O)F 5-(1-(4-(1H-1,2,4-triazol-1-yl)phenyl)-1H-pyrazol-4-yl)-3-fluoro-2-hydroxybenzaldehyde